bicyclo[2.2.2]octa-5-ene C12CCC(C=C1)CC2